Ethyl 2-[2-[3-(dibenzylamino)-2-fluoro-1-methyl-propoxy]ethoxy]acetate C(C1=CC=CC=C1)N(CC(C(OCCOCC(=O)OCC)C)F)CC1=CC=CC=C1